7-Bromo-1-ethyl-8-methoxyimidazo[1,5-a]pyridine BrC1=C(C=2N(C=C1)C=NC2CC)OC